2-[(2S)-1-[7-[[6-(3,3-dimethoxypropoxy)-3-pyridyl]methylamino]-3-ethyl-pyrazolo[1,5-a]pyrimidin-5-yl]-2-piperidyl]ethanol COC(CCOC1=CC=C(C=N1)CNC1=CC(=NC=2N1N=CC2CC)N2[C@@H](CCCC2)CCO)OC